5-ethyl-2-methylbenzene-1,3-diol C(C)C=1C=C(C(=C(C1)O)C)O